Cl.C(C)(C)OCC(=O)NN 2-isopropoxyacetohydrazide hydrochloride